L(-)-Ascorbic acid O=C1C(O)=C(O)[C@H](O1)[C@@H](O)CO